C(C)(=O)N1CCC(CC1)OCC1=NN(C(=C1Br)NC(=O)N[C@@H]1CN(C[C@H]1C1=CC(=C(C=C1)F)F)CCOC)C1=CC=CC=C1 1-(3-((1-acetylpiperidin-4-yloxy)methyl)-4-bromo-1-phenyl-1H-pyrazol-5-yl)-3-((3S,4R)-4-(3,4-difluorophenyl)-1-(2-methoxyethyl)pyrrolidin-3-yl)urea